COC1=NC=CC(=C1)C1(COC1)OCC(=O)N1CC2CCC(C1)N2C2=NC=C(C#N)C=C2 6-(3-(2-((3-(2-methoxypyridin-4-yl)oxetan-3-yl)oxy)acetyl)-3,8-diazabicyclo[3.2.1]octan-8-yl)nicotinonitrile